C12=CC(=CC=C1)S2 m-phenylene sulfide